2,6-dioctylmethylphenol C(CCCCCCC)C1=C(C(=CC=C1C)CCCCCCCC)O